(tert-butylimino)bis(dimethylamino)(methylcyclopentadienyl)niobium C(C)(C)(C)N=[Nb](C1(C=CC=C1)C)(N(C)C)N(C)C